[18F]C1=C(C(N[C@@H](CCC(=O)O)C(=O)O)=O)C=CC(=N1)NCC1=CN=C2N=C(N)NC(=O)C2=N1 3'-Aza-2'-[18F]fluorofolic acid